ClC=1C2=C(N=CN1)N(C=C2I)C2CC(CCC2)(F)F 4-chloro-7-(3,3-difluorocyclohexyl)-5-iodo-7H-pyrrolo[2,3-d]pyrimidine